manganese molybdenum-chromium-cobalt [Co].[Cr].[Mo].[Mn]